C(CCCCCCC)C1=C(C(=O)O)C=C(C(=C1O)O)O.C(C1=CC(O)=C(O)C(O)=C1)(=O)OCCCCCCCC octyl gallate (octyl 3,4,5-trihydroxybenzoate)